C(C1=CC=CC=C1)OC(=O)N1CC(C1)CN1CCN(CC1)C(=O)OCCCC butyl 4-([1-[(benzyloxy)carbonyl]azetidin-3-yl]methyl)piperazine-1-carboxylate